4,4'-methylenebis(N-secbutylcyclohexanamine) C(C1CCC(CC1)NC(C)CC)C1CCC(CC1)NC(C)CC